(S)-2-chloro-1-(1-(4-fluorophenyl)-3,4-dihydroisoquinolin-2(1H)-yl)ethanone 3-(2-(Hydroxycarbamoyl)chroman-6-yl)propyl-3,4-dihydroisoquinoline-2(1H)-carboxylate ONC(=O)C1OC2=CC=C(C=C2CC1)CCCOC(=O)N1CC2=CC=CC=C2CC1.ClCC(=O)N1[C@H](C2=CC=CC=C2CC1)C1=CC=C(C=C1)F